C(CCC)NC(CC1=CC(=C(C(=C1)Br)OC)Br)=O N-butyl-2-(3,5-dibromo-4-methoxyphenyl)acetamide